3-Pentyloctyl 8-((3-((2-(methylamino)-3,4-dioxocyclobut-1-en-1-yl)amino)propyl)(8-oxo-8-(undecan-6-yloxy)octyl)amino)octanoate CNC1=C(C(C1=O)=O)NCCCN(CCCCCCCC(=O)OCCC(CCCCC)CCCCC)CCCCCCCC(OC(CCCCC)CCCCC)=O